1,1'-binaphthalen-2-yl(di-tert-butyl)phosphine C1(=C(C=CC2=CC=CC=C12)P(C(C)(C)C)C(C)(C)C)C1=CC=CC2=CC=CC=C12